5-bromo-2-chloro-3-(ethylsulfanyl)pyridine ethyl-8-(3-aminophenyl)-1-(3,5-dichlorophenyl)-7-methoxy-1,4-dihydrochromeno[4,3-c]pyrazole-3-carboxylate C(C)OC(=O)C=1C2=C(N(N1)C1=CC(=CC(=C1)Cl)Cl)C=1C=C(C(=CC1OC2)OC)C2=CC(=CC=C2)N.BrC=2C=C(C(=NC2)Cl)SCC